OCCC1=CN=C(C(=N1)NC1=NNC2=CC(=CC=C12)[C@@H]1C[C@@]12C(NC1=CC=C(C=C21)OC)=O)OC (1R,2S)-2-(3-{[6-(2-hydroxyethyl)-3-methoxypyrazin-2-yl]amino}-1H-indazol-6-yl)-5'-methoxyspiro[cyclopropane-1,3'-indol]-2'(1'H)-one